[13CH3]CC propane-13C